BrC=1C=CC2=C(N=C3N2C=CC(=C3)N3CC(C3)O)C1 1-(7-Bromobenzo[4,5]imidazo[1,2-a]pyridin-3-yl)azetidin-3-ol